OP(O)OP(O)O.CCC(C)C1=C(C=CC(=C1)C(CC)C)C(O)(C(CO)(CO)CO)C1=C(C=C(C=C1)C(CC)C)C(CC)C bis(2,4-di-3-butylphenyl)pentaerythritol diphosphite